C(N1N=CC2=CC=C(C=C12)[N+](=O)[O-])([2H])([2H])[2H] 1-(methyl-d3)-6-nitro-1H-indazole